C1CCC2(CC1)CCOO2 Dioxaspiro[4.5]Decane